O=C1N(CCC(N1)=O)C1CN(C1)C1=CC=C(C=N1)C=O 6-[3-(2,4-dioxohexahydropyrimidin-1-yl)azetidin-1-yl]pyridine-3-carbaldehyde